N-(3-(3-(2,6-dioxopiperidin-3-yl)benzofuran-5-yl)prop-2-yn-1-yl)picolinamide O=C1NC(CCC1C1=COC2=C1C=C(C=C2)C#CCNC(C2=NC=CC=C2)=O)=O